CC1=NC=C(C(=C1)C1=CC=2N(C=C1)N=C(C2)NC2=NC=CC(=C2)C)OC[C@@H]2CNCCO2 5-[2-methyl-5-[[(2S)-morpholin-2-yl]methoxy]-4-pyridyl]-N-(4-methyl-2-pyridyl)pyrazolo[1,5-a]pyridin-2-amine